silver (toluene) CC1=CC=CC=C1.[Ag]